C(CCC)OC1=C(C=CC=C1)N(C(\C=C\C1=CC(=C(C=C1)OC)OC)=O)C (E)-N-(2-butoxyphenyl)-3-(3,4-dimethoxyphenyl)-N-methylacrylamide